O=C1NC(CCC1N1C(C2=CC=CC(=C2C1=O)OC(C)C=1N=NN(C1)CCCN1CCNCC1)=O)=O 2-(2,6-dioxo-3-piperidyl)-4-[1-[1-(3-piperazin-1-ylpropyl)triazol-4-yl]ethoxy]isoindoline-1,3-dione